4-((R or S)-1-((S)-phenyl((S)-1,2,3,4-tetrahydropyrido[2,3-b]pyrazin-3-yl)methoxy)propan-2-yl)benzonitrile C1(=CC=CC=C1)[C@H](OC[C@H](C)C1=CC=C(C#N)C=C1)[C@@H]1CNC2=C(N1)N=CC=C2 |o1:9|